C(C)(C)(C)C1=CC=C(NC2CCC(CC2)OCCN(C)C)C=C1 4-(tert-butyl)-N-(4-(2-(dimethylamino)ethoxy)cyclohexyl)aniline